NCCCN1C(=NC=C1C)CC 1-(3-aminopropyl)-2-ethyl-5-methylimidazole